C(C)(=O)OC1=C(C(=NC(=C1)I)Br)OCC1OC1 2-bromo-6-iodo-3-(oxiran-2-ylmethoxy)pyridin-4-yl acetate